FC=1C=C(C=CC1F)C1=CNC=2N=CN=C(C21)NC(C)C2=NC(=NC=C2)N2CCNCC2 5-(3,4-Difluorophenyl)-N-(1-(2-(piperazin-1-yl)pyrimidin-4-yl)ethyl)-7H-pyrrolo[2,3-d]pyrimidin-4-amine